tert-butyl 6-[4-bromo-5-(5,6-dimethyl-1-tetrahydropyran-2-yl-indazol-4-yl)-1-methyl-imidazol-2-yl]-2-azaspiro[3.3]heptane-2-carboxylate BrC=1N=C(N(C1C1=C2C=NN(C2=CC(=C1C)C)C1OCCCC1)C)C1CC2(CN(C2)C(=O)OC(C)(C)C)C1